6-(5-chloro-2-[(oxan-4-yl)amino]pyrimidin-4-yl)-2-[2-(4-methyl-4-phenylpiperidin-1-yl)-2-oxoethyl]-2,3-dihydro-1H-isoindol-1-one ClC=1C(=NC(=NC1)NC1CCOCC1)C1=CC=C2CN(C(C2=C1)=O)CC(=O)N1CCC(CC1)(C1=CC=CC=C1)C